ClC1=CC(=C(C=C1)C1=CC=C(C=C1)N1CCN(CC1)CC(C)C)N1CC(CCC1)N1N=CC(=C1C(F)(F)F)C(=O)O 1-[1-{4-Chloro-4'-[4-(2-methylpropyl)piperazin-1-yl][1,1'-biphenyl]-2-yl}piperidin-3-yl]-5-(trifluoromethyl)-1H-pyrazole-4-carboxylic acid